O1COC2=C1C=CC(=C2)C2(CN(C2)C=2N=C(C1=C(N2)CC[S@]1=O)NC1(CCC1)CO)OC |r| (R/S)-2-(3-(benzo(d)[1,3]dioxol-5-yl)-3-methoxyazetidin-1-yl)-4-((1-(hydroxymethyl)cyclobutyl)amino)-6,7-dihydrothieno[3,2-d]pyrimidine 5-oxide